diethyl-(2-hydroxyethyl)-azanium chloride [Cl-].C(C)[NH+](CCO)CC